C(C1=CC=CC=C1)N1CC=2N=C(N=C(C2CC1)O)O 7-benzyl-5,6,7,8-tetrahydropyrido[3,4-d]pyrimidine-2,4-diol